N-[2-(5-fluoro-1H-indol-3-yl)ethyl]cyclopropanamine FC=1C=C2C(=CNC2=CC1)CCNC1CC1